1-(3-chloro-5-fluorophenyl)ethanol ClC=1C=C(C=C(C1)F)C(C)O